[4-[[(2S)-1-piperazin-1-ylpropan-2-yl]amino]quinazolin-8-yl] N,N-dimethylcarbamate hydrochloride Cl.CN(C(OC=1C=CC=C2C(=NC=NC12)N[C@H](CN1CCNCC1)C)=O)C